CC=1C=C(C=C(C1)C)N([C@@H](C)C(=O)NC1=C(C=CC=C1)SC1=CC=CC=C1)S(=O)(=O)C N2-(3,5-dimethylphenyl)-N2-(methylsulfonyl)-N-[2-(phenylthio)phenyl]alanineamide